OC[C@H]1N(CC2=CC=CC=C2C1)C(=O)OC(C)(C)C tert-butyl (S)-3-hydroxymethyl-3,4-dihydro-1H-isoquinoline-2-carboxylate